ClC1=CC=C(C=C1)NC(=O)C=1C2=C(SC1NC(=O)C1C(CCCC1)CO)CCC2 N-(4-chlorophenyl)-2-[[2-(hydroxymethyl)cyclohexanecarbonyl]amino]-5,6-dihydro-4H-cyclopenta[b]thiophene-3-carboxamide